methoxy-7-(2-methylamino-pyridin-4-yl)-thiazolo[4,5-c]pyridin COC=1SC2=C(C=NC=C2C2=CC(=NC=C2)NC)N1